FC(C(=O)O)(F)F.O=C1N(CC2=CC(=CC=C12)N1CCNCC1)C1C(NC(CC1)=O)=O 3-[1-oxo-5-(piperazin-1-yl)-2,3-dihydro-1H-isoindol-2-yl]Piperidine-2,6-dione trifluoroacetate